FCCOC1=CC=C(S1)C(=O)O 5-(2-fluoroethoxy)-2-thiophenecarboxylic acid